2-(difluoromethoxy)-4-(6-(2-hydroxy-2-methylpropyloxy)pyrazolo[1,5-a]pyridin-3-yl)-6-methoxybenzonitrile FC(OC1=C(C#N)C(=CC(=C1)C=1C=NN2C1C=CC(=C2)OCC(C)(C)O)OC)F